5-Methyl-N4-(4-chloro-[3-(1,1-dimethylethylsulfonamido)]phenyl)-N2-[4-(4-methylpiperazin-1-yl)-3-chlorophenyl]pyrimidine-2,4-diamine CC=1C(=NC(=NC1)NC1=CC(=C(C=C1)N1CCN(CC1)C)Cl)NC1=CC(=C(C=C1)Cl)NS(=O)(=O)C(C)(C)C